FC(OC1=CC=C(C=C1)C=1N=C2C(=NC1)N=C(S2)NC(OC(C)(C)C)=O)F tert-butyl (6-(4-(difluoromethoxy)phenyl)thiazolo[4,5-b]pyrazin-2-yl)carbamate